5-((4-(2-chlorophenyl)piperidin-1-yl)methyl)-2-(2,4-dioxotetrahydropyrimidine-1(2H)-yl)isoindoline-1,3-dione ClC1=C(C=CC=C1)C1CCN(CC1)CC=1C=C2C(N(C(C2=CC1)=O)N1C(NC(CC1)=O)=O)=O